2-FLUORO-5-ISOBUTOXYPHENYLBORONIC ACID FC1=C(C=C(C=C1)OCC(C)C)B(O)O